C1CCN2C3=C(C=C(C=C13)N)CCC2 2,3,6,7-tetrahydro-1H,5H-pyrido[3,2,1-ij]Quinoline-9-amine